tert-butyl S-(3-(5-bromopyridin-2-yl)-3-oxopropyl)-N-(tert-butoxycarbonyl)-Z-homocysteinate BrC=1C=CC(=NC1)C(CCSCC[C@H](NC(=O)OC(C)(C)C)C(=O)OC(C)(C)C)=O